6-(3-methanesulfonylpropyl)-2,6-diazaspiro[3.3]Heptane CS(=O)(=O)CCCN1CC2(CNC2)C1